ClC1=CC(=CC=2N=C(OC21)C=2C(=C(C=CC2)C2=C(C(=CC=C2)NC=2N=CC=C1C=C(C=NC21)CN2C[C@H](CC2)O)C)C)CN2C[C@H](CC2)C(=O)O (S)-1-((7-chloro-2-(3'-(3-(((S)-3-hydroxypyrrolidin-1-yl)methyl)-1,7-naphthyridin-8-ylamino)-2,2'-dimethylbiphenyl-3-yl)benzo[d]oxazol-5-yl)methyl)pyrrolidine-3-carboxylic acid